NCCC=1C=CC=C2C(=NC(=NC12)NCC1CCCCC1)N[C@H](C)C(C)(C)C (R)-8-(2-aminoethyl)-N2-(cyclohexylmethyl)-N4-(3,3-dimethylbutan-2-yl)quinazoline-2,4-diamine